CN1N=CC2=CC(=C(C=C12)OC1=CC=C(C=C1)OC1CC(C1)OC1CCOCC1)C(=O)N 1-methyl-6-[4-(3-tetrahydropyran-4-yloxycyclobutoxy)phenoxy]indazole-5-carboxamide